CS(=O)(=O)C1C[C@@]2([C@@H](C[C@H]3[C@@H]4CC[C@H]([C@@H](CCCC(C)C)C)[C@]4(CC[C@@H]3[C@]2(CC1)C)C)NCCC=1N=CNC1)O 3-methylsulfonyl-5α-hydroxy-6β-[2-(1H-imidazol-4-yl)ethylamino]cholestane